2-azetidinylmethanol hydrochloride Cl.N1C(CC1)CO